C(=O)(O)CCCCCCC=1C(=O)NC(C1)=O carboxyhexyl-maleimide